O=C1C(=C(C=NN1)N1C(C2=CC=CC=C2C1)COC1=NC=CC(=N1)C(=O)O)C(F)(F)F 2-([2-[6-oxo-5-(trifluoromethyl)-1,6-dihydropyridazin-4-yl]-2,3-dihydro-1H-isoindol-1-yl]methoxy)pyrimidine-4-carboxylic acid